N1=C(C=CC=C1)N1CCN(CC1)CCNC(OCC1=CC=CC=C1)=O benzyl (2-(4-(pyridin-2-yl)piperazin-1-yl)ethyl)carbamate